N=1NN=NC1 2H-tetrazole